FC1=C(C=C(C=C1)F)[C@@H]1N(CCC1)C1=NC=2N(C=C1)N=CC2C(=O)NCCCCCCCCN2CCC(CC2)C2=CC=C(C=C2)N[C@@H]2C(NC(CC2)=O)=O |r| 5-[rac-(2R)-2-(2,5-difluorophenyl)pyrrolidin-1-yl]-N-[8-[4-[4-[[rac-(3S)-2,6-dioxo-3-piperidyl]amino]phenyl]-1-piperidyl]octyl]pyrazolo[1,5-a]pyrimidine-3-carboxamide